O[C@@H]1CN(CC1)C1=CC(=NC(=N1)C=1C=NC=CC1)C=1C=CC(=NC1)N1C(COCC1)=O (S)-4-(5-(6-(3-hydroxypyrrolidin-1-yl)-2-(pyridin-3-yl)pyrimidin-4-yl)pyridin-2-yl)morpholin-3-one